4-chloro-2-(1-(6-morpholino-2-((tetrahydrofuran-2-yl)methoxy)pyrimidin-4-yl)-1H-pyrazol-3-yl)phenol ClC1=CC(=C(C=C1)O)C1=NN(C=C1)C1=NC(=NC(=C1)N1CCOCC1)OCC1OCCC1